CC1=C(C#N)C=CC=C1[C@@H](C)NC1=NN=C(C2=CC(=C(C=C12)NC)C(=O)N1CCCC1)C (R)-2-Methyl-3-(1-((4-methyl-7-(methylamino)-6-(pyrrolidine-1-carbonyl)phthalazin-1-yl)amino)ethyl)benzonitrile